The molecule is a polyprenyl phospho oligosaccharide that consists of a N-acetyl-alpha-D-galactosaminyl residue linked via a diphospho group to ditrans,polycis-undecaprenol. It is a conjugate acid of a N-acetyl-alpha-D-galactosaminyl-1-diphospho-ditrans,polycis-undecaprenol(2-). CC(=CCC/C(=C/CC/C(=C/CC/C(=C\\CC/C(=C\\CC/C(=C\\CC/C(=C\\CC/C(=C\\CC/C(=C\\CC/C(=C\\CC/C(=C\\COP(=O)(O)OP(=O)(O)O[C@@H]1[C@@H]([C@H]([C@H]([C@H](O1)CO)O)O)NC(=O)C)/C)/C)/C)/C)/C)/C)/C)/C)/C)/C)C